O=C1N(C=CC=N1)CCC(=O)NCC(=O)O N-(3-(2-oxopyrimidin-1(2H)-yl)propanoyl)glycine